C(C)OC1(CCC2C(CCC1C2=C)(C)C)C 4-ethoxy-4,8,8-trimethyl-9-methylidenebicyclo[3.3.1]nonane